COC1=C(C(=O)O)C=C(C=C1)N1N=CC=CC1=O 2-methoxy-5-(6-oxopyridazin-1(6H)-yl)benzoic acid